tert-butyl (4-(2-((6-(isoxazol-4-yl)-1-(tetrahydro-2H-pyran-2-yl)-1H-indazol-4-yl)oxy)ethoxy)butyl)carbamate O1N=CC(=C1)C1=CC(=C2C=NN(C2=C1)C1OCCCC1)OCCOCCCCNC(OC(C)(C)C)=O